ClC1=CC(=C(C=C1Cl)[C@H](N[S@@](=O)C(C)(C)C)C1CCN(CC1)C([C@H](C)O)=O)O (S)-N-((R)-(4,5-dichloro-2-hydroxyphenyl)(1-((S)-2-hydroxypropanoyl)piperidin-4-yl)methyl)-2-methylpropane-2-sulfinamide